terphenyl methacrylate C(C(=C)C)(=O)O.C1(=CC=CC=C1)C=1C(=CC=CC1)C1=CC=CC=C1